(3-methyloxetan-3-yl)methyl 9,9-bis(3-iodo-5-methyl-4-(oxiran-2-ylmethoxy)phenyl)-9H-fluorene-4-carboxylate IC=1C=C(C=C(C1OCC1OC1)C)C1(C2=CC=CC=C2C=2C(=CC=CC12)C(=O)OCC1(COC1)C)C1=CC(=C(C(=C1)C)OCC1OC1)I